C1(CCCCC1)C1=CC=C(C=C1)C=1NC=2N(C(C1)=O)N=C(C2C(=O)N2CC(C2)CF)C(=O)N(C)CC 5-(4-cyclohexylphenyl)-N-ethyl-3-[3-(fluoromethyl)azetidine-1-carbonyl]-N-methyl-7-oxo-4H-pyrazolo[1,5-a]pyrimidine-2-carboxamide